methyl 5-((4-(cyclopentylamino)-5-fluoropyrimidin-2-yl)amino)-2-(4,4,5,5-tetramethyl-1,3,2-dioxa-borolan-2-yl)benzoate C1(CCCC1)NC1=NC(=NC=C1F)NC=1C=CC(=C(C(=O)OC)C1)B1OC(C(O1)(C)C)(C)C